C1=CC=CC=2C3=CC=CC=C3C(C12)COC(=O)N[C@@H](CC(=O)OC(C)(C)C)C(=O)N1CCC(CC1)C(C)(C)C (S)-tert-butyl 3-((((9H-fluoren-9-yl) methoxy) carbonyl) amino)-4-(4-(tert-butyl) piperidin-1-yl)-4-oxobutanoate